5-(5-(3,5-dichloro-4-fluorophenyl)-5-(trifluoromethyl)-4,5-dihydroisoxazol-3-yl)-N-(2,2,2-trifluoroethyl)-5,6-dihydro-4H-thieno[2,3-c]pyrrole-2-carboxamide ClC=1C=C(C=C(C1F)Cl)C1(CC(=NO1)N1CC2=C(C1)C=C(S2)C(=O)NCC(F)(F)F)C(F)(F)F